4-oxo-1,4-oxaphosphinic acid O=P1C=C(OC=C1)C(=O)O